FC1=C(C=CC(=C1)N1C(OCC=N1)=O)C1=CC(=C(C=C1)F)F (2,3',4'-trifluorobiphenyl-4-yl)-3,6-dihydro-2H-1,3,4-oxadiazin-2-one